6-amino-2,4-dihydroxy-s-triazine NC1=NC(=NC(=N1)O)O